C(C1=CC=CC=C1)OC=1C(=NC=NC1C)C(=O)OC1=C(C(=C(C(=C1F)F)F)F)F perfluorophenyl 5-(benzyloxy)-6-methylpyrimidine-4-carboxylate